FS(C1=CC=C(OC2=NC=CC=C2C=2C=CC3=C(N(C=N3)C[C@H](C)O)C2)C=C1)(F)(F)(F)F (s)-1-(6-(2-(4-(Pentafluoro-λ6-sulfaneyl)phenoxy)pyridin-3-yl)-1H-benzo[d]imidazol-1-yl)propan-2-ol